N2-(4-methoxy-3-(3-(pyrrolidin-1-yl)propoxy)phenyl)-N4-methyl-6,7-dihydro-5H-cyclopenta[d]pyrimidine-2,4-diamine COC1=C(C=C(C=C1)NC=1N=C(C2=C(N1)CCC2)NC)OCCCN2CCCC2